C(C)(=O)C1=C(C2=C(N=C(N=C2)NC2=CC=C(C=N2)N2CCN(CC2)CCCCOC2=CC=C(C=O)C=C2)N(C1=O)C1CCCC1)C 4-(4-(4-(6-((6-acetyl-8-cyclopentyl-5-methyl-7-oxo-7,8-dihydropyrido[2,3-d]pyrimidin-2-yl)amino)pyridin-3-yl)piperazin-1-yl)butoxy)benzaldehyde